C1(CCC1)C1CC2(C1)N(C(N(C2=O)C2=CN=CC1=CC=CC=C21)=O)CC#N 2-(2-cyclobutyl-7-(isoquinolin-4-yl)-6,8-dioxo-5,7-diazaspiro[3.4]octan-5-yl)acetonitrile